Methyl ((4-chlorophenoxy)(4-nitrophenoxy)phosphoryl)-L-alaninate ClC1=CC=C(OP(=O)(OC2=CC=C(C=C2)[N+](=O)[O-])N[C@@H](C)C(=O)OC)C=C1